5-(4-morpholino-1,3,5-triaza-6-naphthyl)-3-pyridinesulfonamide O1CCN(CC1)C1=NC=NC2=CC=C(N=C12)C=1C=C(C=NC1)S(=O)(=O)N